CC(C(=O)O[C@@H]1[C@](O[C@H]([C@@H]1OC(C(C)C)=O)N1C=CC2=C1N=CN=C2N)(COC(C(C)C)=O)F)C (2S,3S,4R,5R)-5-(4-amino-7H-pyrrolo[2,3-d]pyrimidin-7-yl)-2-fluoro-2-((isobutyryloxy)methyl)tetrahydrofuran-3,4-diyl bis(2-methylpropanoate)